3-({[(4S)-7-[(4-fluorophenyl)thio]-3,4-dihydro-2H-1-benzopyran-4-yl]methyl}amino)pyridine-4-carboxylic acid methyl ester COC(=O)C1=C(C=NC=C1)NC[C@H]1CCOC2=C1C=CC(=C2)SC2=CC=C(C=C2)F